dimethylpyrimidine-2,4-diamine CC1=C(C(=NC(=N1)N)N)C